O1CCC2=C1C=CC=C2CN 2,3-dihydrobenzofuran-4-ylmethanamine